4-(4,4,5,5-tetramethyl-1,3,2-dioxaborolan-2-yl)-1,2,3,6-tetra-hydropyridine 2,2,2-trifluoroacetate FC(C(=O)O)(F)F.CC1(OB(OC1(C)C)C=1CCNCC1)C